(S)-6-(1-amino-1,3-dihydrospiro[indene-2,4'-piperidine]-1'-yl)-3-(1-(2-(dimethylamino)pyridin-4-yl)cyclopropyl)-1,5-dihydro-4H-pyrazolo[3,4-d]pyrimidin-4-one N[C@@H]1C2=CC=CC=C2CC12CCN(CC2)C=2NC(C1=C(N2)NN=C1C1(CC1)C1=CC(=NC=C1)N(C)C)=O